1-amino-3-(4-chloro-2-fluoro-5-thiophenyl)-6-(trifluoromethyl)pyrimidine-2,4(1H,3H)-dione NN1C(N(C(C=C1C(F)(F)F)=O)C1=C(C=C(S1)F)Cl)=O